C(C)OC(=O)C=1C(=NC2=C(N=CC=C2C1)Cl)/N=C/N(C)C (E)-8-chloro-2-(((dimethylamino)methylene)amino)-1,7-naphthyridine-3-carboxylic acid ethyl ester